(2S)-2-(9H-fluoren-9-yl-methoxycarbonylamino)-2-methylbutanoic acid C1=CC=CC=2C3=CC=CC=C3C(C12)N([C@](C(=O)O)(CC)C)C(=O)OC